BrC=1N=C2C(=NC1)N=C(S2)NC(=O)C=2C=NC(=CC2C2=C(C=CC=C2)C#C)C#N N-(6-bromothiazolo[4,5-b]pyrazin-2-yl)-6-cyano-4-(2-ethynylphenyl)pyridine-3-carboxamide